(4-(2-(diethylamino)ethyl)piperazin-1-yl)(5-(2-nitrophenyl)-2-(4-(trifluoromethyl)phenyl)oxazol-4-yl)Methanone C(C)N(CCN1CCN(CC1)C(=O)C=1N=C(OC1C1=C(C=CC=C1)[N+](=O)[O-])C1=CC=C(C=C1)C(F)(F)F)CC